FC=1C(=C(C=CC1F)C1C(OC(C1C)(C(F)(F)F)C)C(=O)NC1=CC(=NC=C1)C(=O)NOC)OC 4-(3-(3,4-Difluoro-2-methoxyphenyl)-4,5-dimethyl-5-(trifluoromethyl)tetrahydrofuran-2-carboxamido)-N-methoxypicolinamide